C(CCC)N1N=NN=C1C(C=1C=C(C=CC1)O)N1CCN(CC1)C1=C(C(=CC=C1)C)C 3-((1-butyl-1H-tetrazol-5-yl)(4-(2,3-dimethylphenyl)piperazin-1-yl)methyl)phenol